(1r,4r)-4-{[2',6'-bis(benzyloxy)-[3,3'-bipyridin]-6-yl](methyl)amino}cyclohexane-1-carboxylic acid C(C1=CC=CC=C1)OC1=NC(=CC=C1C=1C=NC(=CC1)N(C1CCC(CC1)C(=O)O)C)OCC1=CC=CC=C1